Para-dimethylaminobenzene 2-ethylhexyl-formate C(C)C(COC=O)CCCC.CN(C1=CC=CC=C1)C